O1C=CC2=C1C(=CC=C2)C=CCO 3-(benzofuran-7-yl)prop-2-en-1-ol